FC=1C=CC(=NC1C)C1=NNC=C1C=1N=C2C=C(C=NC2=CC1)C=1C=NN(C1)C[C@@H]1C[C@H](CCC1)N |r| rac-(1S,3S)-3-[[4-[6-[3-(5-fluoro-6-methyl-2-pyridyl)-1H-pyrazol-4-yl]-1,5-naphthyridin-3-yl]pyrazol-1-yl]methyl]cyclohexanamine